5-(2-(2,2-Diethoxyethyl)-2,7-diazaspiro[3.5]nonan-7-yl)-2-(2,6-dioxopiperidin-3-yl)isoindoline-1,3-dione C(C)OC(CN1CC2(C1)CCN(CC2)C=2C=C1C(N(C(C1=CC2)=O)C2C(NC(CC2)=O)=O)=O)OCC